N-[2-[4-(hydroxymethyl)cyclohexyl]-6-morpholino-indazol-5-yl]pyrazolo[1,5-a]pyrimidine-3-carboxamide OCC1CCC(CC1)N1N=C2C=C(C(=CC2=C1)NC(=O)C=1C=NN2C1N=CC=C2)N2CCOCC2